triphenylphosphine tetrakis(3,5-ditrifluoromethylphenyl)borate FC(C=1C=C(C=C(C1)C(F)(F)F)[B-](C1=CC(=CC(=C1)C(F)(F)F)C(F)(F)F)(C1=CC(=CC(=C1)C(F)(F)F)C(F)(F)F)C1=CC(=CC(=C1)C(F)(F)F)C(F)(F)F)(F)F.C1(=CC=CC=C1)P(C1=CC=CC=C1)C1=CC=CC=C1